(R)-N-((R)-2-(difluoromethoxy)-1-(3-(difluoromethoxy)phenyl)ethyl)-3-hydroxy-3,4-dimethylvaleramide FC(OC[C@@H](C1=CC(=CC=C1)OC(F)F)NC(C[C@@](C(C)C)(C)O)=O)F